FC(OC[C@@H]1CN(CCN1)CCC1=CC=C(C=C1)C(F)(F)F)F (S)-3-((difluoromethoxy)methyl)-1-(4-(trifluoromethyl)phenethyl)piperazine